2-methoxyethyl (R)-4-((1-(2-cyanoacetyl)piperidin-3-yl)amino)-1H-pyrrolo[2,3-b]pyridine-5-carboxylate C(#N)CC(=O)N1C[C@@H](CCC1)NC1=C2C(=NC=C1C(=O)OCCOC)NC=C2